(3S)-tert-butyl 4-(7-(2-(allyloxy)-6-fluorophenyl)-6-fluoro-1-(2-isopropyl-4-vinylpyridin-3-yl)-2-oxo-1,2-dihydropyrido[2,3-d]Pyrimidin-4-yl)-3-methylpiperazine-1-carboxylate C(C=C)OC1=C(C(=CC=C1)F)C=1C(=CC2=C(N(C(N=C2N2[C@H](CN(CC2)C(=O)OC(C)(C)C)C)=O)C=2C(=NC=CC2C=C)C(C)C)N1)F